N[C@](C)(C1CC1)C1=C2C=C(N=CC2=C(N=C1)O[C@@H]1C[C@H](C1)O)NC1=CC=C2C(=N1)[C@H]([C@@H](OC2=O)C)C (7S,8R)-2-((5-((R)-1-Amino-1-cyclopropylethyl)-8-((trans)-3-hydroxycyclobutoxy)-2,7-naphthyridin-3-yl)amino)-7,8-dimethyl-7,8-dihydro-5H-pyrano[4,3-b]pyridin-5-one